FC1(CC(C1)COC1CN(CCC1)C1CCN(CC1)C(=O)C1=CN=C(S1)N(CC1=NC=CC=C1)C)F {3-[(3,3-Difluorocyclobutyl)methoxy][1,4'-bipiperidine]-1'-yl}{2-[methyl(pyridin-2-ylmethyl)amino]-1,3-thiazol-5-yl}methanone